C(#N)C=1C(=CC(=NC1SCSC1CCC1)C=1C=NC=2CCN(CC2C1)C(=O)OC(C)(C)C)C1=CC=NN1C tert-butyl 3-(5-cyano-6-(((cyclobutylthio) methyl) thio)-4-(1-methyl-1H-pyrazol-5-yl) pyridin-2-yl)-7,8-dihydro-1,6-naphthyridine-6(5H)-carboxylate